C1(CC1)N1C=NC(=C1C)/C=C/C=1N=C(SC1)NC(OC(C)(C)C)=O tert-butyl N-{4-[(E)-2-(1-cyclopropyl-5-methylimidazol-4-yl)ethenyl]-1,3-thiazol-2-yl}carbamate